C(CCCCCCC(C)C)C(C(C(=O)O)S(=O)(=O)O)(C(=O)O)CCCCCCCC(C)C.S(=O)(=O)(O)C(C(=O)OCCCCCCCC(C)C)CC(=O)OCCCCCCCC(C)C diisodecyl Sulfosuccinate (diisodecyl Sulfosuccinate)